CC=1NC=C(N1)CC(=O)OC(CCCCC)OC(CC=1N=C(NC1)C)=O hexanediol-bis(2-methylimidazolyl acetate)